7-(3,4-dihydroisoquinoline-2(1H)-ylcarbonyl)-6-{1,5-dimethyl-4-[methyl-(phenyl)carbamoyl]-1H-pyrrol-2-yl}-3,4-dihydroisoquinoline-2(1H)-carboxylic acid phenyl ester C1(=CC=CC=C1)OC(=O)N1CC2=CC(=C(C=C2CC1)C=1N(C(=C(C1)C(N(C1=CC=CC=C1)C)=O)C)C)C(=O)N1CC2=CC=CC=C2CC1